4-methyltetrahydropyridazine-1,2,3-tricarboxylate CC1C(N(N(CC1)C(=O)[O-])C(=O)[O-])C(=O)[O-]